ClC1=CC=C(C=C1)C1=NN(C(C(=C1)C(=O)O)=O)C1=CN=NC=C1 (4-chlorophenyl)-6-oxo-6H-1,4'-bipyridazin-5-carboxylic acid